6,7-dichloro-2-phenylquinoxaline ClC=1C=C2N=CC(=NC2=CC1Cl)C1=CC=CC=C1